Cl.N[C@@H](CC(C)C)C(=O)N[C@@H](C[C@H]1C(NCC1)=O)C(=O)OC Methyl L-leucyl-3-[(3S)-2-oxopyrrolidin-3-yl]-L-alaninate, Hydrochloride Salt